FC=1C=2N(C=CC1C)C(=CN2)C2=C1CNC(C1=C(C=C2)NC2=NC=C(C=C2)N2C[C@H](OCC2)COC)=O (S)-4-(8-fluoro-7-methylimidazo[1,2-a]pyridin-3-yl)-7-((5-(2-(methoxymeth-yl)morpholino)pyridin-2-yl)amino)isoindolin-1-one